1-(4-chloropyrimidin-2-yl)piperidin-4-ol ClC1=NC(=NC=C1)N1CCC(CC1)O